6-chloro-7,8-difluoro-1-(1-methylcyclopropyl)-4-oxoquinoline-3-carboxylic acid ClC=1C=C2C(C(=CN(C2=C(C1F)F)C1(CC1)C)C(=O)O)=O